C(C)(C)(CC)O[SiH](OC(C)(C)CC)OC(C)(C)CC tris(t-pentoxy)silane